BrC1=C(C(=CC(=C1)[N+](=O)[O-])F)N1CCC(CC1)(O)CC(=O)OC(C)(C)C tert-Butyl 2-(1-(2-bromo-6-fluoro-4-nitrophenyl)-4-hydroxypiperidin-4-yl)acetate